ClC1=CC=C(C=C1)[C@H]1C[C@@H](CO1)C1=NOC(=N1)CN1C=NN2C(C1=O)=C(N=C2)C 3-((3-((3R,5R)-5-(4-chlorophenyl)tetrahydro-furan-3-yl)-1,2,4-oxadiazol-5-yl)methyl)-5-methylimidazo[5,1-f][1,2,4]triazin-4(3H)-one